ClC1=NC2=CC(=CC=C2C(=N1)C(=C)OCC)F 2-Chloro-4-(1-ethoxyvinyl)-7-fluoroquinazoline